O[C@H]1[C@@](COC1)(C)N1CCN(CC1)C=1C=C2C=C(N=CC2=CC1C)NC(=O)[C@H]1C[C@@]12COCC2 (1S,3S)-N-(6-(4-((3S,4S)-4-hydroxy-3-methyltetrahydrofuran-3-yl)piperazin-1-yl)-7-methylisoquinolin-3-yl)-5-oxaspiro[2.4]heptane-1-carboxamide